C[C@@](CC1=CC=C(C=C1)F)(C(=O)O)N α-methyl-D-4-fluorophenylalanine